(S)-methyl 2-((S)-5-(7-cyano-1H-indole-2-carbonyl)-5-azaspiro[2.4]heptane-6-carboxamido)-3-((S)-2-oxopyrrolidin-3-yl)propanoate C(#N)C=1C=CC=C2C=C(NC12)C(=O)N1CC2(CC2)C[C@H]1C(=O)N[C@H](C(=O)OC)C[C@H]1C(NCC1)=O